OC1([C@@H](O[C@@H]([C@H]1O)CO)N1C(=O)N=C(N)C=C1)O 2'-hydroxycytidine